O[C@H]1[C@@H](C2=CC=CC=C2C1)NC(=O)C1=CC2=C(N=C(S2)C2CCN(CC2)C)C=C1 N-((1R,2R)-2-hydroxy-2,3-dihydro-1H-inden-1-yl)-2-(1-methylpiperidin-4-yl)benzo[d]thiazole-6-carboxamide